Cl.Cl.NC1=CC=C(C=C1)C=CC1=CC=C(C=C1)N 4,4'-Diaminostilbene dihydrochloride